ClC1=CC=C(C=C1)C1=NN(C2=C1N=C(N=C2)N2[C@@H](CN(C[C@@H]2C)C(=O)OC)C)COCC[Si](C)(C)C Methyl (3R,5S)-4-(3-(4-chlorophenyl)-1-((2-(trimethylsilyl)ethoxy)methyl)-1H-pyrazolo[4,3-d]pyrimidin-5-yl)-3,5-dimethylpiperazine-1-carboxylate